NC1=CC=C(C(C(=O)[O-])=C1)O.CC(C[Sn+](CC(C)(C)C1=CC=CC=C1)CC(C)(C)C1=CC=CC=C1)(C)C1=CC=CC=C1 tris(2-methyl-2-phenylpropyl)tin 5-aminosalicylate